2-hydroxyethyl-(trimethyl)azanium OCC[N+](C)(C)C